C(C=C)[Si]1(C[Si](C1)(C)C)CC=C 1,1-diallyl-3,3-dimethyl-1,3-disilacyclobutane